C1(=CC=CC=C1)C1=C(C(=C(C=C1)C=1[Se]C2=C(C1C1=C(C(=CC=3C4=CC=CC=C4CC13)C1=CC=CC=C1)C1=CC=CC=C1)C=CC=C2)C2=NN=NC=C2)C2=CC=CC=C2 diphenyltriazinyl[(diphenylfluorenyl)benzselenophenyl]benzene